O=C1CCCC(N1)C(=O)OCCO[C@@H]1CC[C@@]2([C@H]3CC[C@@]4(CCC[C@H]4[C@@H]3CC[C@@H]2C1)C)C 2-(((3R,5R,8S,9S,10S,13S,14S)-10,13-Dimethylhexadecahydro-1H-cyclopenta[a]phenanthren-3-yl)oxy)ethyl 6-oxopiperidine-2-carboxylate